(8-carbamoyl-5-(2-chlorophenyl)-2,3,4,9-tetrahydro-1H-carbazol-3-yl)carbamic acid ethyl ester C(C)OC(NC1CCC=2NC3=C(C=CC(=C3C2C1)C1=C(C=CC=C1)Cl)C(N)=O)=O